3',7'-bis(diethylamino)-5-(difluoromethyl)-3-oxo-3H-dispiro[isobenzofuran-1,10'-dibenzo[b,e]siline-5',1''-silinane]-6-carboxylic acid C(C)N(C=1C=CC2=C(C1)[Si]1(CCCCC1)C1=C(C23OC(C2=CC(=C(C=C23)C(=O)O)C(F)F)=O)C=CC(=C1)N(CC)CC)CC